C(C)OC=1C=C2C(=C(C(N(C2=CC1O[C@H]1COCC1)C)=O)C#N)N1CCC(CC1)C=1OC2=C(N1)C=C(C=C2)C |r| (rac)-6-ethoxy-1-methyl-4-[4-(5-methyl-1,3-benzooxazol-2-yl)piperidin-1-yl]-2-oxo-7-[oxolan-3-yloxy]-1,2-dihydroquinoline-3-carbonitrile